3-isobutyl-4-[N-(2-nitronaphthyl)amino]benzonitrile C(C(C)C)C=1C=C(C#N)C=CC1NC1=C(C=CC2=CC=CC=C12)[N+](=O)[O-]